2-((4-nitrophenoxy)methyl)tetrahydrofuran [N+](=O)([O-])C1=CC=C(OCC2OCCC2)C=C1